C(C)(=O)OC1C(CCCC1)C(C)(C)C (2-tert-butyl cyclohexyl) acetate